1-(5-(4-chloro-3-((1-(4-(2-cyclopropoxyphenyl)pyridin-3-yl)cyclopropoxy)methyl)phenoxy)pentyl)-3-((2S,3R,4R,5R)-2,3,4,5,6-pentahydroxyhexyl)urea ClC1=C(C=C(OCCCCCNC(=O)NC[C@@H]([C@H]([C@@H]([C@@H](CO)O)O)O)O)C=C1)COC1(CC1)C=1C=NC=CC1C1=C(C=CC=C1)OC1CC1